C(C)(C)(C)C1=C(SC=2N(C(=CC21)C=O)CC2CC2)C Tert-butyl-6-(cyclopropylmethyl)-2-methyl-6H-thieno[2,3-b]pyrrole-5-carbaldehyde